N-nitroso-N-phenyl-hydroxylamine ammonium salt [NH4+].N(=O)N(O)C1=CC=CC=C1